3-((1H-pyrazol-5-yl)methyl)-5-methyl-7-((6-methylpyridin-2-yl)oxy)-3,5-dihydro-4H-pyridazino[4,5-b]indol-4-one N1N=CC=C1CN1N=CC2=C(N(C=3C=C(C=CC23)OC2=NC(=CC=C2)C)C)C1=O